CC1=NOC(=C1C=1C=CC(=C(C1)N(C1=CC=C(C=C1)C1(CC1)C#N)CC1CCN(CC1)CC1=CC(=C(C=C1)N1C(NC(CC1)=O)=O)F)C)C 1-(4-((5-(3,5-dimethylisoxazol-4-yl)-2-methylphenyl)((1-(4-(2,4-dioxotetrahydropyrimidin-1(2H)-yl)-3-fluorobenzyl)piperidin-4-yl)methyl)amino)phenyl)cyclopropane-1-carbonitrile